C(#N)CCCCCC1=C2C=CC(=C(C2=C[N+]2=C1C=1C=C(C(=CC1CC2)OCC=C(C)C)OC)OC)OC 13-(5-cyanopentyl)-2,9,10-trimethoxy-3-((3-methylbut-2-en-1-yl)oxy)-5,6-dihydroisoquinolino[3,2-a]isoquinolin-7-ium